C(C)OC(=C)C1=NC=2C=CNC(C2C(=C1)NC1=NC=C(C=C1)N1CCC(CC1)O)=O 2-(1-ethoxyvinyl)-4-((5-(4-hydroxypiperidin-1-yl)pyridin-2-yl)amino)-1,6-naphthyridin-5(6H)-one